1-(4-Fluorophenyl)-N-[4-[(7-methoxy-1,5-naphthyridin-4-yl)oxy]phenyl]-6-methyl-2-oxopyridine-3-carboxamide FC1=CC=C(C=C1)N1C(C(=CC=C1C)C(=O)NC1=CC=C(C=C1)OC1=CC=NC2=CC(=CN=C12)OC)=O